(3S)-3-(5-{[(3S,4S)-4-(methoxymethyl)-1-({2-[1-(oxetan-3-yl)piperidin-4-yl]quinolin-6-yl}methyl)pyrrolidin-3-yl]oxy}-1-oxo-2,3-dihydro-1H-isoindol-2-yl)piperidine-2,6-dione COC[C@H]1[C@@H](CN(C1)CC=1C=C2C=CC(=NC2=CC1)C1CCN(CC1)C1COC1)OC=1C=C2CN(C(C2=CC1)=O)[C@@H]1C(NC(CC1)=O)=O